4-(tert-butyl)2-ethyl-1-(4-((3-bromo-5-methyl-1H-pyrazol-1-yl)methyl)-2-nitrobenzyl)-1H-imidazole-2,4-dicarboxylic acid C(C)(C)(C)C1(NC(N(C1)CC1=C(C=C(C=C1)CN1N=C(C=C1C)Br)[N+](=O)[O-])(C(=O)O)CC)C(=O)O